4-hydroxyphenethyl (3R,6S)-3-benzyl-6-(4-hydroxybenzyl)-8-((S)-4-methyl-1-((4-methylpentyl)amino)-1-oxopentan-2-yl)-4,7-dioxohexahydropyrazino[2,1-c][1,2,4]oxadiazine-1(6H)-carboxylate C(C1=CC=CC=C1)[C@@H]1C(N2C(N(O1)C(=O)OCCC1=CC=C(C=C1)O)CN(C([C@@H]2CC2=CC=C(C=C2)O)=O)[C@H](C(=O)NCCCC(C)C)CC(C)C)=O